COC1=C(C=C(C=C1)N1N=C(C(C1=O)C(=O)[O-])C)C=1N(C=CN1)C 1-(4-methoxy-3-(1-methyl-1H-imidazol-2-yl) phenyl)-3-methyl-5-oxo-4,5-dihydro-1H-pyrazole-4-carboxylate